Methyl 4-isopropyl-3-oxo-3,4-dihydropyrazine-2-carboxylate C(C)(C)N1C(C(=NC=C1)C(=O)OC)=O